[Al].C=CCS(SCC=C)=O allicin aluminum